tert-Butyl (S)-2-((2-fluoro-4-methyl-5-((1-(7-(((trifluoromethyl)sulfonyl)oxy)quinolin-5-yl)cyclopropyl)carbamoyl)phenoxy)methyl)azetidine-1-carboxylate FC1=C(OC[C@H]2N(CC2)C(=O)OC(C)(C)C)C=C(C(=C1)C)C(NC1(CC1)C1=C2C=CC=NC2=CC(=C1)OS(=O)(=O)C(F)(F)F)=O